BrCCC1=NC=CC=C1 2-(2-Bromoethyl)pyridine